2-((1-(2-(5-cyanoisoindolin-2-yl)-3,6-dimethyl-4-oxo-3,4-dihydroquinazolin-8-yl)ethyl)amino)benzoic acid C(#N)C=1C=C2CN(CC2=CC1)C1=NC2=C(C=C(C=C2C(N1C)=O)C)C(C)NC1=C(C(=O)O)C=CC=C1